C12(CC3CC(CC(C1)C3)C2)CC[C@@]2(NC[C@@H]([C@H]([C@@H]2O)O)O)CO (2R,3R,4R,5S)-2-(2-((3R,5R,7R)-adamantan-1-yl)ethyl)-2-(hydroxymethyl)piperidine-3,4,5-triol